7-amino-N-(4-((4-(trifluoromethyl)benzyl)amino)phenyl)heptanamide NCCCCCCC(=O)NC1=CC=C(C=C1)NCC1=CC=C(C=C1)C(F)(F)F